FC=1C(=CC(=NC1C)C1=NC(=NO1)C1=NC=C(C=C1)F)I 5-(5-Fluoro-4-iodo-6-methylpyridin-2-yl)-3-(5-fluoropyridin-2-yl)-1,2,4-oxadiazole